8-acetyl-2-(4,4-difluoropiperidin-1-yl)-6-fluoro-3-methylquinazolin-4(3H)-one C(C)(=O)C=1C=C(C=C2C(N(C(=NC12)N1CCC(CC1)(F)F)C)=O)F